1-Phenyl-3-(4-methylphenyl)propan-1-ol C1(=CC=CC=C1)C(CCC1=CC=C(C=C1)C)O